N-(3-chloro-5-(methylsulfonamido)phenyl)-4-(4-ethoxy-1H-pyrazol-1-yl)-5-methylthiophene-2-carboxamide ClC=1C=C(C=C(C1)NS(=O)(=O)C)NC(=O)C=1SC(=C(C1)N1N=CC(=C1)OCC)C